N1N=NN=C1CC(=O)O[C@H]1[C@H](NC[C@@H]1O)CC1=CC=C(C=C1)OC (2R,3S,4S)-4-hydroxy-2-[(4-methoxyphenyl)methyl]pyrrolidin-3-yl 2-(1H-1,2,3,4-tetrazol-5-yl)acetate